1-((1-(cyanomethyl) cyclopropyl) methyl)-4-fluoro-1H-benzo[d]imidazole-6-carboxylate C(#N)CC1(CC1)CN1C=NC2=C1C=C(C=C2F)C(=O)[O-]